2,6-diphenyl-4-(6-dimethylaminophenyl)pyridine C1(=CC=CC=C1)C1=NC(=CC(=C1)C1=CC=CC=C1N(C)C)C1=CC=CC=C1